methyl 3-(5-chloro-2-hydroxy-4-methyl-phenyl)-4-methyl-benzoate ClC=1C(=CC(=C(C1)C=1C=C(C(=O)OC)C=CC1C)O)C